C(C)(C)(C)N1C[C@H]([C@@H](C1)C1=C(C=C(C=C1)F)F)C(=O)N1C[C@H](C[C@H]1C(=O)N1CCOCC1)N(C(C(C)(C)C)=O)C1CCC(CC1)C N-((3S,5S)-1-((3S,4R)-1-(tert-butyl)-4-(2,4-difluorophenyl)pyrrolidine-3-Carbonyl)-5-(morpholin-4-carbonyl)pyrrolidin-3-yl)-N-((1s,4r)-4-methylcyclohexyl)trimethylacetamide